(S,E)-4-phenyl-3-(3-(2-(trifluoromethoxy)phenyl)acryloyl)oxazolidin-2-one C1(=CC=CC=C1)[C@@H]1N(C(OC1)=O)C(\C=C\C1=C(C=CC=C1)OC(F)(F)F)=O